N-[(6-Amino-2-pyridyl)sulfonyl]-2-[(2S,5R)-2,5-dimethylpyrrolidin-1-yl]-6-(6-methoxy-3-pyridyl)pyridin-3-carboxamid NC1=CC=CC(=N1)S(=O)(=O)NC(=O)C=1C(=NC(=CC1)C=1C=NC(=CC1)OC)N1[C@H](CC[C@H]1C)C